C1OCC12CC(C2)OC2=NN=C(S2)NC(=O)C=2C=NC(=CC2C2=CC(=NC=C2OC)Cl)C N-(5-((2-oxaspiro(3.3)heptan-6-yl)oxy)-1,3,4-thiadiazol-2-yl)-2'-chloro-5'-methoxy-6-methyl-(4,4'-bipyridine)-3-carboxamide